C(C)(C)(C)OC(=O)N1CCN(CC1)C1=NC(=NC(=C1)C(F)(F)F)N1[C@H](CC1)C.C(=C)N1C2=CC=CC=C2C=2C=CC=CC12 N-vinyl-carbazole tert-butyl-(S)-4-(2-(2-methylazetidin-1-yl)-6-(trifluoromethyl)pyrimidin-4-yl)piperazin-1-carboxylate